FC(N1N=CC(=C1)C=1C=C(CN2CCC3(CC2)COC2=C4CN(C(C4=CC=C23)=O)[C@@H]2C(NC(CC2)=O)=O)C=CC1)F (S)-3-(1'-(3-(1-(difluoromethyl)-1H-pyrazol-4-yl)benzyl)-6-oxo-6,8-dihydro-2H,7H-spiro[furo[2,3-e]isoindole-3,4'-piperidin]-7-yl)piperidine-2,6-dione